C(CCCCCCCCCCCCCCCCCCCCCCCCCCCCC)OC(CCCCCCC)=O octanoic acid melissyl ester